BrC1=CN=C2N1C=C(C=C2)C=2OC=NN2 2-(3-bromoimidazo[1,2-a]pyridin-6-yl)-1,3,4-oxadiazole